4-{(S)-2-[(S)-2-(tert-butoxycarbonyl)-3-methylbutanamido]-2-(4-ethylthiazol-2-yl)ethyl}phenylaminosulfonic acid C(C)(C)(C)OC(=O)[C@H](C(=O)N[C@@H](CC1=CC=C(C=C1)NS(=O)(=O)O)C=1SC=C(N1)CC)C(C)C